5-[1-[5-(2-bromo-1,1,2-trifluoro-ethoxy)-2-methyl-4-(trifluoromethyl)pyrazol-3-yl]pyrazol-4-yl]-2-chloro-N-cyclopropyl-benzamide BrC(C(OC=1C(=C(N(N1)C)N1N=CC(=C1)C=1C=CC(=C(C(=O)NC2CC2)C1)Cl)C(F)(F)F)(F)F)F